FC(C1=CC=C(C=C1)CC1=CC=C(C=C1)C(C)=O)(F)F 1-(4-((4-Trifluoromethylphenyl)methyl)phenyl)ethan-1-one